2',2''-(ethane-1,2-diylbis(oxy))bis(5'-chloro-3-(3,6-di-tert-butyl-9H-carbazol-9-yl)-3'-methyl-5-(2,4,4-trimethylpentan-2-yl)biphenyl-2-ol) hafnium [Hf].C(COC1=C(C=C(C=C1C)Cl)C=1C(=C(C=C(C1)C(C)(CC(C)(C)C)C)N1C2=CC=C(C=C2C=2C=C(C=CC12)C(C)(C)C)C(C)(C)C)O)OC1(C(=CC(=CC1N1C2=CC=C(C=C2C=2C=C(C=CC12)C(C)(C)C)C(C)(C)C)C(C)(CC(C)(C)C)C)C1=CC(=CC(=C1)Cl)C)O